N-(6-((2-((4-(4-(dimethylamino)piperidin-1-yl)-2-methoxy-5-methylphenyl)amino)-5-(trifluoromethyl)pyrimidin-4-yl)amino)quinoxalin-5-yl)methanesulfonamide CN(C1CCN(CC1)C1=CC(=C(C=C1C)NC1=NC=C(C(=N1)NC=1C(=C2N=CC=NC2=CC1)NS(=O)(=O)C)C(F)(F)F)OC)C